OC1=C(C(OC12CCC(CC2)OCCN2CCN(CC2)CCOCC(=O)O)=O)C2=C(C=C(C=C2C)C)C 2-(2-(4-(2-(((5s,8s)-4-hydroxy-3-mesityl-2-oxo-1-oxaspiro[4.5]dec-3-en-8-yl)oxy)ethyl)piperazin-1-yl)ethoxy)acetic acid